COC(=O)C=1C=CC=2OCCNC2N1 3,4-dihydro-2H-pyrido[3,2-b][1,4]Oxazine-6-carboxylic acid methyl ester